5,5-diphenyl-2-isoxazolinecarboxylic acid C1(=CC=CC=C1)C1(CC(=NO1)C(=O)O)C1=CC=CC=C1